1-((1S,4S)-5-(4-((3-chloro-4-ethoxy-2-fluorophenyl)amino)pyrido[3,2-d]pyrimidin-6-yl)-2,5-diazabicyclo[2.2.1]heptan-2-yl)prop-2-en-1-one ClC=1C(=C(C=CC1OCC)NC=1C2=C(N=CN1)C=CC(=N2)N2[C@@H]1CN([C@H](C2)C1)C(C=C)=O)F